C(C)N1N=CC(=C1)NC(=O)C1=CC=CC=N1 pyridine-6-carboxylic acid (1-ethyl-1H-pyrazol-4-yl)-amide